ClC=1C=C(C=CC1F)NC(=O)C1=C(N=CN1C)C1CC2CC(CC2C1)(O)C1=CC(=NN1C)C N-(3-Chloro-4-fluorophenyl)-4-(5-(1,3-dimethyl-1H-pyrazol-5-yl)-5-hydroxyoctahydropentalen-2-yl)-1-methyl-1H-imidazole-5-carboxamide